(3-fluoro-2-(5-fluoropyrimidin-2-yl)phenyl)((1S,4R,6R)-6-((5-(trifluoromethyl)pyridin-2-yl)oxy)-2-azabicyclo[2.2.2]octan-2-yl)methanone FC=1C(=C(C=CC1)C(=O)N1[C@@H]2[C@@H](C[C@H](C1)CC2)OC2=NC=C(C=C2)C(F)(F)F)C2=NC=C(C=N2)F